tert-butyl-benzene carbon [C].C(C)(C)(C)C1=CC=CC=C1